N-[4-fluoro-5-[1-(5-methoxypyrimidin-2-yl)-3,6-dihydro-2H-pyridin-4-yl]-2-[rac-(3R,5S)-3,4,5-trimethylpiperazin-1-yl]phenyl]-6-oxo-4-(trifluoromethyl)-1H-pyridine-3-carboxamide FC1=CC(=C(C=C1C=1CCN(CC1)C1=NC=C(C=N1)OC)NC(=O)C1=CNC(C=C1C(F)(F)F)=O)N1C[C@H](N([C@H](C1)C)C)C |r|